CNCCCC[C@H](NC(C1=CC=CC=C1)(C1=CC=CC=C1)C1=CC=CC=C1)C(=O)O Nε-methyltrityl-L-lysine